BrC=1C=C2C=NC(=NC2=CC1)C1COCC1 6-Bromo-2-(tetrahydrofuran-3-yl)quinazoline